7-[3-(azetidin-1-ylmethyl)cyclobutyl]-5-[3-(phenylmethoxy)phenyl]pyrrolo[3,2-e]pyrimidin-4-amine N1(CCC1)CC1CC(C1)N1C=C(C=2C(=NC=NC21)N)C2=CC(=CC=C2)OCC2=CC=CC=C2